perfluoro(triphenyltriazine) FC1=C(C(=C(C(=C1F)F)F)F)C1=NN=NC(=C1C1=C(C(=C(C(=C1F)F)F)F)F)C1=C(C(=C(C(=C1F)F)F)F)F